FC=1C=C(C=CC1)C1=CSC=C1 3-(3-fluorophenyl)thiophene